ClC=1C=C(C=C2C(=C(C=NC12)C#N)NC1=CC(=C(C=C1)F)Cl)N[C@@H](C1=CN=CN1C)C=1N=NN(C1)C(C)C (S)-8-chloro-4-((3-chloro-4-fluorophenyl)amino)-6-(((1-isopropyl-1H-1,2,3-triazol-4-yl)(1-methyl-1H-imidazol-5-yl)methyl)amino)quinoline-3-carbonitrile